tert-butyl (2-(2-oxo-1,3-oxazinan-3-yl)ethyl)carbamate O=C1OCCCN1CCNC(OC(C)(C)C)=O